CN1[C@@H](CCC1)COC=1N=C(C2=C(CN(CCC2)C2=CC=CC3=CC=CC=C23)N1)N1C[C@@H](NCC1)CC#N 2-[(2S)-4-[2-[[(2S)-1-methylpyrrolidin-2-yl]methoxy]-8-(1-naphthyl)-5,6,7,9-tetrahydropyrimido[4,5-c]azepin-4-yl]piperazin-2-yl]acetonitrile